C1(CCCCC1)NC1=C(C(=C(C=2C(C3=CC=CC=C3C(C12)=O)=O)NC1CCCCC1)F)OCCCCCCCC 1,4-bis(cyclohexylamino)-2-octyloxy-3-fluoroanthraquinone